C(C)(=O)OC=1C(=NC=CC1OC)C(=O)N[C@H](C(=O)ON(C)C(C1=CC=CC=C1)C1=CC=CC=C1)C [benzhydryl(methyl) amino] (2S)-2-[(3-acetoxy-4-methoxy-pyridine-2-carbonyl) amino]propanoate